CC1CN(C(=CC1)C1=CC=C2C(=N1)C=NN2C2OCCCC2)C(=O)OC(C)(C)C tert-butyl 3-methyl-6-(1-tetrahydropyran-2-Ylpyrazolo[4,3-b]pyridin-5-yl)-3,4-dihydro-2H-pyridine-1-carboxylate